6-{7-[(3S,4S)-3-fluoro-2,2,6,6-tetramethylpiperidin-4-yl]-7H-pyrrolo[2,3-c]pyridazin-3-yl}-2-methyl-2H-indazol-5-ol F[C@@H]1C(NC(C[C@@H]1N1C=CC2=C1N=NC(=C2)C=2C(=CC1=CN(N=C1C2)C)O)(C)C)(C)C